(l)-4-[3-[(4,5-Dichloro-1-methyl-indole-2-carbonyl)amino]tetrahydrofuran-3-yl]-2-ethyl-benzoic acid ClC1=C2C=C(N(C2=CC=C1Cl)C)C(=O)NC1(COCC1)C1=CC(=C(C(=O)O)C=C1)CC